(1H-pyrrolo[2,3-b]pyridin-5-yl)methanone N1C=CC=2C1=NC=C(C2)C=O